C(C)(C)(C)OC(C1=CC(=NC(=C1)C(=C)C1=CC=CC=C1)C(NC)=O)=O 2-(methylcarbamoyl)-6-(1-phenylvinyl)isonicotinic acid tert-butyl ester